FC1=CC=C(C=C1)CN(C1=C(C(=NN1C(C1=C(C=CC=C1)OC)=O)C1C(OCCC1)C(F)(F)F)C#N)C 5-{[(4-fluorophenyl)methyl](methyl)amino}-1-(2-methoxybenzoyl)-3-[2-(trifluoromethyl)oxan-3-yl]-1H-pyrazole-4-carbonitrile